C(C)(C)(C)OC(=O)N1[C@@H](C[C@H](CC1)N1N=NC=2C(=NC=3C(=C(C(=CC3C21)I)Br)F)SC)C (2R,4S)-4-(7-bromo-6-fluoro-8-iodo-4-(methylsulfanyl)-1H-[1,2,3]triazolo[4,5-c]quinolin-1-yl)-2-methylpiperidine-1-carboxylic acid tert-butyl ester